ClC1=C(C(=O)NC2=CC(=NN2C=2NC(C(=C(C2)C)C)=O)C)C=CC(=C1)[N+](=O)[O-] chloro-N-(1-(4,5-dimethyl-6-oxo-1,6-dihydropyridin-2-yl)-3-methyl-1H-pyrazol-5-yl)-4-nitrobenzamide